diperoxysebacic acid C(CCCCCCCCC(=O)OO)(=O)OO